C(#N)[C@H]1N([C@H]2C[C@H]2C1)C(CNC(OC(C)(C)C)=O)=O tert-butyl (2-((1S,3S,5S)-3-cyano-2-azabicyclo[3.1.0]hexan-2-yl)-2-oxoethyl)carbamate